COC(=O)C=1N=COC1C1=CNC2=CC=CC=C12 5-(1H-indol-3-yl)oxazole-4-carboxylic acid methyl ester